CN([C@@H](C(C)C)C(=O)O)C(=O)C1CCN(CC1)C(=O)C1[N@](C1)C(C1=CC=CC=C1)(C1=CC=CC=C1)C1=CC=CC=C1 N-methyl-N-(1-((S)-1-trityl-aziridine-2-carbonyl)piperidine-4-carbonyl)-L-valine